C(C)[C@@H]1N(C[C@H](N(C1)C(C1=NC=C(C=C1)OC)C1=CC(=CC=C1)F)CC)C1=CC(N(C=2C=CC(=NC12)C#N)C)=O 8-[(2S,5R)-2,5-Diethyl-4-[(3-fluorophenyl)(5-methoxypyridin-2-yl)methyl]piperazin-1-yl]-5-methyl-6-oxo-5,6-dihydro-1,5-naphthyridin-2-carbonitril